C(C)(C)(C)C=1C=C(C=C(C1O)C(C)(C)C)CCC(=O)CC [3-(3,5-di-tert-butyl-4-hydroxyphenyl)propionylmethyl]methane